C(CC(=O)C)(=O)[O-].C(CC(=O)C)(=O)[O-].C(CCCCCCC)[Sn+2]CCCCCCCC dioctyltin diacetoacetate